(S,E)-4-(8-amino-3-(1-(4-methoxybut-2-enoyl)pyrrolidin-2-yl)imidazo[1,5-a]pyrazin-1-yl)-N-(4-isopropylpyridin-2-yl)benzamide NC=1C=2N(C=CN1)C(=NC2C2=CC=C(C(=O)NC1=NC=CC(=C1)C(C)C)C=C2)[C@H]2N(CCC2)C(\C=C\COC)=O